NC1=NN2C(N=C(C=C2)C=2C=C3CN(C(C3=C(C2)NS(=O)(=O)C)=O)[C@@H](C)C2CC2)=C1C(=O)NC=1C=NC=CC1 (S)-2-amino-5-(2-(1-cyclopropylethyl)-7-(methylsulfonylamino)-1-oxoisoindolin-5-yl)-N-(pyridin-3-yl)pyrazolo[1,5-a]pyrimidine-3-carboxamide